The molecule is a 1,2-diglyceride in which the acyl groups at positions 1 and 2 are specifed as tetradecanoyl. It is a 1,2-diglyceride and a tetradecanoate ester. CCCCCCCCCCCCCC(=O)OCC(CO)OC(=O)CCCCCCCCCCCCC